(S)-2-((2-((1-ethoxy-3,3-dimethyl-1,3-dihydro-[1,2]oxaborolo[4,3-b]pyridin-5-yl)amino)-5-(5-methyl-1,3,4-oxadiazol-2-yl)pyrimidin-4-yl)amino)-2-phenylethan-1-ol C(C)OB1OC(C2=NC(=CC=C21)NC2=NC=C(C(=N2)N[C@H](CO)C2=CC=CC=C2)C=2OC(=NN2)C)(C)C